C(C1=CC=CC=C1)OC1=C(C=C(C=C1)[N+](=O)[O-])C1OCCO1 2-[2-(benzyloxy)-5-nitrophenyl]-1,3-dioxolane